ClC1=CC=C(C=C1)N(C(=O)C=1N=C2N(C=CC(=C2)C2=NOC(=N2)C(F)(F)F)C1)C N-(4-chlorophenyl)-N-methyl-7-(5-(trifluoromethyl)-1,2,4-oxadiazol-3-yl)imidazo[1,2-a]pyridine-2-carboxamide